FC(C(=O)O)(F)F.COC(C1=C(C=C(C(=C1)F)C(F)(F)F)NC1=C(C=C(C=C1)F)CCCN)=O 2-((2-(3-aminopropyl)-4-fluorophenyl)amino)-5-fluoro-4-(trifluoro-methyl)-benzoic acid methyl ester, trifluoroacetate salt